6-[5-(difluoromethyl)-1,3,4-oxadiazol-2-yl]-2-{[(4-fluorophenyl)methyl][2-(oxan-4-yl)ethyl]amino}-2,3-dihydro-1H-isoindol-1-one FC(C1=NN=C(O1)C1=CC=C2CN(C(C2=C1)=O)N(CCC1CCOCC1)CC1=CC=C(C=C1)F)F